C1(=CC=C(C=C1)N1C(C2(CC2)C(N1C1=CC=C(C=C1)C)=O)=O)C 5,6-di-p-tolyl-5,6-diazaspiro[2.4]heptane-4,7-dione